ClC=1C(=C(C=CC1)NC1=NC=NC2=CC(=C(C=C12)[N+](=O)[O-])C#CC12CN(CC2C1)C(=O)OC(C)(C)C)F tert-butyl 1-((4-((3-chloro-2-fluorophenyl) amino)-6-nitroquinazolin-7-yl) ethynyl)-3-azabicyclo[3.1.0]hexane-3-carboxylate